(R)-7-((5-(4-hydroxyazepan-1-yl)pyridin-2-yl)amino)-4-(imidazo[1,2-a]pyrazin-3-yl)isoindolin-1-one O[C@H]1CCN(CCC1)C=1C=CC(=NC1)NC=1C=CC(=C2CNC(C12)=O)C1=CN=C2N1C=CN=C2